C(CCCCCCCCCCCCCCCCCCCCC)C=C(C(=O)O)C.C(C(=C)C)(=O)OCCCCCCCCCCCCCCCCCCCCCC behenyl methacrylate (docosyl methacrylate)